FC1=CC=C(C(=O)C2=CC=C(C=C2)Br)C=C1 4-fluoro-4'-bromobenzophenone